NC1=CC(=NC(=C1)Cl)C=O 4-AMINO-6-CHLOROPICOLINALDEHYDE